4-fluoro-3-(6-methoxy-2-(1-methyl-1H-imidazol-2-yl)-2H-indazol-5-yl)benzene FC1=C(C=CC=C1)C1=CC2=CN(N=C2C=C1OC)C=1N(C=CN1)C